FC1(CN(CC1)C1=NC=CC(=C1NC(=O)C=1C=NC(=NC1)C(C)C)C1=CC=NN1C)F N-(2-(3,3-difluoropyrrolidin-1-yl)-4-(1-meth-yl-1H-pyrazol-5-yl)pyridin-3-yl)-2-isopropyl-pyrimidine-5-carboxamide